(2s,5r)-5-(2-chlorophenyl)-1-(4-(4-methylpiperidin-1-yl)-3-nitrobenzoyl)pyrrolidine-2-carboxylic acid ClC1=C(C=CC=C1)[C@H]1CC[C@H](N1C(C1=CC(=C(C=C1)N1CCC(CC1)C)[N+](=O)[O-])=O)C(=O)O